C(CCCCCCCCCCCCCCCCCCC(=O)[O-])CCCCCCCCCCCCCCCCCC(=O)[O-] Ethylenebisstearate